NC1(CN(CC1)C(=O)OC(C)(C)C)C1CC1 tert-butyl 3-amino-3-cyclopropylpyrrolidine-1-carboxylate